C(C=CCCCC)(=O)N hepteneamide